tert-butyl 2-(2-(1-amino-5-(tert-butoxy)-1,5-dioxopentan-2-yl)-1-oxoisoindolin-5-yl)azepane-1-carboxylate NC(C(CCC(=O)OC(C)(C)C)N1C(C2=CC=C(C=C2C1)C1N(CCCCC1)C(=O)OC(C)(C)C)=O)=O